ethyl-calcium phosphite P([O-])([O-])[O-].C(C)[Ca+].C(C)[Ca+].C(C)[Ca+]